ClC1=CC=C(C=C1)C=1C=C(C(N(N1)C=1C=NN(C1)C)=O)C(=O)NCC(C(F)(F)F)O (+)-6-(4-Chlorophenyl)-2-(1-methyl-1H-pyrazol-4-yl)-3-oxo-N-(3,3,3-trifluoro-2-hydroxypropyl)-2,3-dihydropyridazine-4-carboxamide